FC(C=1C=C(CN2C=C(C3=CC(=CC=C23)F)/C=C(/C(=O)[O-])\C#N)C=C(C1)C(F)(F)F)(F)F (E)-3-(1-(3,5-bis(trifluoromethyl) benzyl)-5-fluoro-1H-indol-3-yl)-2-cyanoacrylate